NC1C2=CC=CC=C2CC12CCN(CC2)C=2C(=NC(=CN2)C=CC2=CN=CS2)CO (3-(1-amino-1,3-dihydrospiro[inden-2,4'-piperidin]-1'-yl)-6-(2-(thiazol-5-yl)vinyl)pyrazin-2-yl)methanol